6-(3,4-dichlorophenyl)-3-methyl-2,3,4,5-tetrahydropyridine ClC=1C=C(C=CC1Cl)C=1CCC(CN1)C